CC1([C@H]2CC3=C(C(=C(N=C3[C@@H]1C2)N2CC1(CN(C1)C(C=C)=O)CC2)C#N)C=2C=NC=C(C2)C(F)(F)F)C (1R,9R)-10,10-dimethyl-4-(2-(2-propenoyl)-2,6-diazaspiro[3.4]octan-6-yl)-6-(5-(trifluoromethyl)-3-pyridinyl)-3-azatricyclo[7.1.1.02,7]undeca-2,4,6-triene-5-carbonitrile